tert-butyl 4-(4,4,5,5-tetramethyl-1,3,2-dioxaborolan-2-yl)-2,3-dihydro-1H-pyrrolo[2,3-b]pyridine-1-carboxylate CC1(OB(OC1(C)C)C1=C2C(=NC=C1)N(CC2)C(=O)OC(C)(C)C)C